2-((cis)-4-(((S)-5-(ethoxycarbonyl)-6-(3-fluoro-2-methylphenyl)-2-(thiazol-2-yl)-3,6-dihydropyrimidin-4-yl)methyl)hexahydropyrrolo[3,4-b][1,4]oxazin-6(2H)-yl)thiazole-5-carboxylic acid C(C)OC(=O)C1=C(NC(=N[C@H]1C1=C(C(=CC=C1)F)C)C=1SC=CN1)CN1[C@H]2[C@@H](OCC1)CN(C2)C=2SC(=CN2)C(=O)O